2-thio-Cytidine [C@@H]1([C@H](O)[C@H](O)[C@@H](CO)O1)N1C(=S)N=C(N)C=C1